O1C(=NN=C1)C1=CC=C(C=C1)NC(=O)C=1C=NC2=CC=CC=C2C1 N-[4-(1,3,4-oxadiazol-2-yl)phenyl]quinoline-3-carboxamide